N-(3-hydroxyhexyl)acrylamide OC(CCNC(C=C)=O)CCC